2-chloro-4-[[3-(2,3-difluoro-4-methoxy-phenyl)imidazo[1,2-a]pyrazin-8-yl]amino]-N-methyl-N-(2-piperazin-1-ylethyl)benzamide ClC1=C(C(=O)N(CCN2CCNCC2)C)C=CC(=C1)NC=1C=2N(C=CN1)C(=CN2)C2=C(C(=C(C=C2)OC)F)F